1-ethyl-4-(4-(trifluoromethyl)benzyl)-1H-indazole C(C)N1N=CC2=C(C=CC=C12)CC1=CC=C(C=C1)C(F)(F)F